ClC1=C(C(=CC=C1)Cl)C#CC=1C=C2CCC(C2=CC1)N1CC(C1)C(=O)O 1-(5-((2,6-dichlorophenyl)-ethynyl)-2,3-dihydro-1H-inden-1-yl)azetidine-3-carboxylic acid